CS(=O)(=O)N1C2=C(OCCC1)C=CC=C2 N-methanesulfonyl-2,3,4,5-tetrahydrobenzo[b][1,4]oxazepine